ClC1=CC(=C(C=C1)[C@H]([C@@H](C)C=1N(C(C(=C(N1)C(=O)NC=1C=NOC1)O)=O)C)C=1C=NN(C1)C)C#N 2-((1S,2R)-1-(4-chloro-2-cyanophenyl)-1-(1-methyl-1H-pyrazol-4-yl)propan-2-yl)-5-hydroxy-N-(isoxazol-4-yl)-1-methyl-6-oxo-1,6-dihydropyrimidine-4-carboxamide